indium-zinc-Indium-Zinc-Tin Oxide [Sn]=O.[Zn].[In].[Zn].[In]